C(#N)C1=C(SC=C1C1=CC=C(C=C1)C)NC(=O)NCCCCN1CCCC1 1-[3-cyano-4-(4-methylphenyl)thiophen-2-yl]-3-[4-(pyrrolidin-1-yl)butyl]urea